[Fe].CC(CC(CC)=O)=O.CC(CC(CC)=O)=O.CC(CC(CC)=O)=O tris(2,4-hexanedione) iron